Ethyl 2-((4-(6-((4-chloro-2-fluorobenzyl) oxy)-3,5-difluoropyridin-2-yl) piperazin-1-yl) methyl)-1-((1-ethyl-1H-imidazol-5-yl) methyl)-1H-thieno[2,3-d]imidazole-5-carboxylate ClC1=CC(=C(COC2=C(C=C(C(=N2)N2CCN(CC2)CC=2N(C3=C(N2)SC(=C3)C(=O)OCC)CC3=CN=CN3CC)F)F)C=C1)F